OC=1C=C(C(=O)OC2=C(C(=CC(=C2)C(=O)OC2=C(C(=CC(=C2)C(=O)OC2=C(C(=CC(=C2)C(=O)OC2=C(C(=CC(=C2)C(=O)OC=2C=NC=CC2)O)O)O)O)O)O)O)O)C=C(C1O)O 5-((5-((5-((2,3-dihydroxy-5-((pyridin-3-yloxy) carbonyl) phenoxy) carbonyl)-2,3-dihydroxyphenoxy) carbonyl)-2,3-dihydroxyphenoxy) carbonyl)-2,3-dihydroxyphenyl 3,4,5-trihydroxybenzoate